3-Chlorobenzyl ((S)-3-cyclohexyl-1-oxo-1-(((S)-1-oxo-3-((S)-2-oxopyrrolidin-3-yl)propan-2-yl)amino)propan-2-yl)carbamate C1(CCCCC1)C[C@@H](C(N[C@H](C=O)C[C@H]1C(NCC1)=O)=O)NC(OCC1=CC(=CC=C1)Cl)=O